CC1=CC=C(C=C1)S(=O)(=O)NC(O)=O N-(p-toluenesulfonyl)carbamic acid